2-(1-bromoethyl)-6-phenyl-nicotinic acid methyl ester COC(C1=C(N=C(C=C1)C1=CC=CC=C1)C(C)Br)=O